CN1C(=NC2=C1C=CC=C2)S(=O)(=O)C 1-methyl-2-(methylsulfonyl)-1H-benzo[d]imidazole